CCCCCCCCCCCCCCCCCCCCC(=O)OC[C@H](COP(=O)([O-])OCC[N+](C)(C)C)OC(=O)CCC/C=C\C/C=C\C/C=C\C/C=C\C/C=C\CC 1-heneicosanoyl-2-(5Z,8Z,11Z,14Z,17Z-eicosapentaenoyl)-glycero-3-phosphocholine